trans-N1-(5-(imidazo[1,2-b]pyridazin-6-yl)pyrrolo[2,1-f][1,2,4]triazin-2-yl)-N4,N4-dimethylcyclohexane-1,4-diamine N=1C=CN2N=C(C=CC21)C=2C=CN1N=C(N=CC12)N[C@@H]1CC[C@H](CC1)N(C)C